2-((1S,3R)-2-(2,2-Difluoroethyl)-3-methyl-2,3,4,9-tetrahydro-1H-pyrido[3,4-b]indol-1-yl)-5-((1-(3-fluoropropyl)azetidin-3-yl)oxy)thiazole FC(CN1[C@@H](C=2NC3=CC=CC=C3C2C[C@H]1C)C=1SC(=CN1)OC1CN(C1)CCCF)F